C(C1=CC=CC=C1)C(C(N1CCCCC1)=O)NC(=O)[C@H]1N(C[C@@H](C1)O)C([C@H](C(C)(C)C)N1N=NC(=C1)C1CC1)=O (2S,4R)-N-[1-benzyl-2-oxo-2-(1-piperidyl)ethyl]-1-[(2S)-2-(4-cyclopropyltriazol-1-yl)-3,3-dimethyl-butanoyl]-4-hydroxy-pyrrolidine-2-carboxamide